Cl.COC=1C=C2C[C@@H](C2=CC1OC)CN(CCCN1CCC2=C(CC1=O)C=C(C(=C2)OC)OC)C 3-[3-[[[(7S)-3,4-dimethoxybicyclo[4.2.0]octa-1,3,5-trien-7-yl]methyl]methylamino]propyl]-1,3,4,5-tetrahydro-7,8-dimethoxy-2H-3-benzazepin-2-one hydrochloride